C(C=C)N1N(C2=NC(=NC=C2C1=O)NC1=CC(=CC=C1)N1C=NC=C1)C1=CC=CC(=N1)OC1CCN(CC1)C(=O)OC(C)(C)C tert-Butyl 4-(6-{2-allyl-6-[m-(1-imidazolyl)phenylamino]-3-oxo-1,2-dihydro-3H-1,2,5,7-tetraazainden-1-yl}-2-pyridyloxy)-1-piperidinecarboxylate